OC1=C(C(=O)NC=2NN=CN2)C=CC=C1 2-hydroxy-N-(2H-1,2,4-triazol-3-yl)benzamide